6-amino-N-[(1S,2S)-2-[(4-fluorophenoxy)methyl]cyclopentyl]-3-pyrimidin-2-yl-pyridine-2-carboxamide NC1=CC=C(C(=N1)C(=O)N[C@@H]1[C@H](CCC1)COC1=CC=C(C=C1)F)C1=NC=CC=N1